N2-(5-(4-aminopiperidin-1-yl)pyridin-2-yl)-5-chloro-N4-(3-(trifluoromethyl)phenyl)pyrimidine-2,4-diamine NC1CCN(CC1)C=1C=CC(=NC1)NC1=NC=C(C(=N1)NC1=CC(=CC=C1)C(F)(F)F)Cl